N-((cis)-3-(5-chloro-2-cyanophenyl)cyclobutyl)-1-((S)-1-(5-methyl-6-((1R,5S)-2-oxo-3-azabicyclo[3.1.0]hexan-3-yl)pyridin-3-yl)ethyl)-1H-1,2,3-triazole-4-carboxamide ClC=1C=CC(=C(C1)[C@H]1C[C@H](C1)NC(=O)C=1N=NN(C1)[C@@H](C)C=1C=NC(=C(C1)C)N1C([C@@H]2C[C@@H]2C1)=O)C#N